O=C1C(=C(C=NN1COCC[Si](C)(C)C)N1[C@@H](CCC1)COC1CC(C1)C(=O)OC)C(F)(F)F methyl 3-[[(2S)-1-[6-oxo-5-(trifluoromethyl)-1-[[2-(trimethylsilyl)ethoxy]methyl]-1,6-dihydropyridazin-4-yl]pyrrolidin-2-yl]methoxy]cyclobutane-1-carboxylate